4-[4-[4-(2,3-dimethylphenyl)phenyl]-1H-pyrazol-3-yl]pyridine CC1=C(C=CC=C1C)C1=CC=C(C=C1)C=1C(=NNC1)C1=CC=NC=C1